(S)-2-(1-methyl-1H-pyrazol-4-yl)-N-(2-methyl-5-(2-(3-methylpiperidin-1-yl)acetamido)pyridin-3-yl)-1H-pyrrolo[2,3-b]pyridine-5-carboxamide CN1N=CC(=C1)C1=CC=2C(=NC=C(C2)C(=O)NC=2C(=NC=C(C2)NC(CN2C[C@H](CCC2)C)=O)C)N1